6-(3-((E)-3-(1-(2-methoxypyridin-4-yl)cyclobutyl)acryloyl)-3,8-diazabicyclo[3.2.1]octan-8-yl)nicotinonitrile COC1=NC=CC(=C1)C1(CCC1)/C=C/C(=O)N1CC2CCC(C1)N2C2=NC=C(C#N)C=C2